ethyl (3S)-3-(5-bromo-2,3-difluorophenyl)-3-{[(tert-butoxy)carbonyl]amino}propanoate BrC=1C=C(C(=C(C1)[C@H](CC(=O)OCC)NC(=O)OC(C)(C)C)F)F